(3R,4S)-3-({[6-(4-chlorophenyl)-2-(3-fluorophenyl)-3-oxo-2,3-dihydropyridazin-4-yl]carbonyl}amino)-4-hydroxypyrrolidine-1-carboxylic acid tert-butyl ester C(C)(C)(C)OC(=O)N1C[C@H]([C@H](C1)O)NC(=O)C=1C(N(N=C(C1)C1=CC=C(C=C1)Cl)C1=CC(=CC=C1)F)=O